(11C1)lactose O[11CH]1[C@H](O)[C@@H](O)[C@H](O[C@H]2[C@H](O)[C@@H](O)[C@@H](O)[C@H](O2)CO)[C@H](O1)CO